7-methoxy-1H-indazol-3-amine COC=1C=CC=C2C(=NNC12)N